C(C=1C(C(=O)OCCCCCCCCCCCCCCCCCC)=CC(C(=O)OCCCCCCCCCCCCCCCCCC)=CC1)(=O)OCCCCCCCCCCCCCCCCCC tristearyl trimellitate